5-chloro-N-[(1S)-3-(cyclopropylamino)-2,3-dioxo-1-[[(3S)-2-oxopyrrolidin-3-yl]methyl]propyl]-2-[[1-(trifluoromethyl)cyclopropanecarbonyl]amino]benzamide ClC=1C=CC(=C(C(=O)N[C@H](C(C(=O)NC2CC2)=O)C[C@H]2C(NCC2)=O)C1)NC(=O)C1(CC1)C(F)(F)F